ClC1=CC(=CC(=N1)N1CCN(CC1)S(=O)(=O)C=1C=C2CCN(C2=CC1)C(=O)C1=C(N(N=C1)C)C(=O)OCC)C(F)(F)F Ethyl 4-[5-[4-[6-chloro-4-(trifluoromethyl)-2-pyridyl]piperazin-1-yl]sulfonylindoline-1-carbonyl]-2-methyl-pyrazole-3-carboxylate